(S)-2-(4,4-difluoropiperidin-1-yl)-6-methoxy-7-(3-(pyrrolidin-1-yl)propoxy)-N-(tetrahydro-2H-pyran-3-yl)quinazolin-4-amine FC1(CCN(CC1)C1=NC2=CC(=C(C=C2C(=N1)N[C@@H]1COCCC1)OC)OCCCN1CCCC1)F